5-(3,4-dihydro-1H-isoquinolin-2-yl)-2-(pyridin-2-yl)-4,5,6,7-tetrahydro-2H-indazol C1N(CCC2=CC=CC=C12)C1CC2=CN(N=C2CC1)C1=NC=CC=C1